O=C(/C=C/C(=O)OCC)NC=1SC=CN1 (E)-ethyl 4-oxo-4-(thiazol-2-ylamino)but-2-enoate